CC(C)CCCC(C)C1CCC2C1(CCC3C2CCC4=CC(=O)CCC34C)C 4-cholestenone